C(C)(C)(C)C=1C(=C(C=C(C1)CCC(=O)OCC(CCCC)CC)N1N=C2C(=N1)C=CC(=C2)Cl)O 2-(3'-tert-Butyl-5'-[2-(2-ethylhexyloxy)-carbonyl-ethyl]-2'-hydroxyphenyl)-5-chlorobenzotriazol